tert-butyl 4-(((7S)-7-(4-(methoxycarbonyl)phenyl)-1-oxa-8-azaspiro[4.5]decan-8-yl)methyl)-7-methyl-5-((trimethylsilyl)ethynyl)-1H-indole-1-carboxylate COC(=O)C1=CC=C(C=C1)[C@@H]1CC2(CCCO2)CCN1CC1=C2C=CN(C2=C(C=C1C#C[Si](C)(C)C)C)C(=O)OC(C)(C)C